(E)-7-(3-Chloropropan-1-en-1-yl)-1-(cyclopropylmethyl)-1H-indole-2-carbaldehyde ClC/C=C/C=1C=CC=C2C=C(N(C12)CC1CC1)C=O